(R)-3-cyclohexyl-2-(cyclohexylamino)propionic acid C1(CCCCC1)C[C@H](C(=O)O)NC1CCCCC1